CC1N(CCC1C#N)C=1C(=NC=C(C1)C1=NN=C(N1COCC[Si](C)(C)C)C(F)(F)F)C methyl-1-(2-methyl-5-(5-(trifluoromethyl)-4-((2-(trimethylsilyl)ethoxy)methyl)-4H-1,2,4-triazol-3-yl)pyridin-3-yl)pyrrolidine-3-carbonitrile